Z-9,12-tetradecadienyl acetate C(C)(=O)OCCCCCCCC\C=C/CC=CC